(Z)-7-Dodecen-1-yl Acetate C(C)(=O)OCCCCCC\C=C/CCCC